ClC1=C(C=C2C(=N1)CCC2)C(=O)NC(COC2=NC=CC=C2)(C)C 2-chloro-N-(2-methyl-1-(pyridin-2-yloxy)propan-2-yl)-6,7-dihydro-5H-cyclopenta[b]pyridine-3-carboxamide